C(C1=CC=CC=C1)O[C] (benzyloxy)carbon